(R)-4-cyclopropyl-7-(4-fluorophenyl)-N-(1-(6-methylpyridazin-3-yl)ethyl)phthalazin-1-amine C1(CC1)C1=NN=C(C2=CC(=CC=C12)C1=CC=C(C=C1)F)N[C@H](C)C=1N=NC(=CC1)C